N,N-dimethyl-5-(3-{2-methyl-4-[5-(trifluoromethyl)-1,2,4-oxadiazol-3-yl]phenoxy}-propyl)isoxazole-3-carboxamide CN(C(=O)C1=NOC(=C1)CCCOC1=C(C=C(C=C1)C1=NOC(=N1)C(F)(F)F)C)C